FC1(CCN(CC1)C=1C(=C(C=C2C=CC(=NC12)OC)NC(C1=C(C=C(C=C1)NS(=O)(=O)CCO)N1CCC2(CC2)CC1)=O)F)F N-(8-(4,4-difluoropiperidin-1-yl)-7-fluoro-2-methoxyquinolin-6-yl)-4-((2-hydroxyethyl)sulfonamido)-2-(6-azaspiro[2.5]oct-6-yl)benzamide